S(=O)(=O)([O-])[O-].[Cr+3].S(=O)(=O)([O-])[O-].S(=O)(=O)([O-])[O-].[Cr+3] chromium sulfate